1-((3-((1R,5S,6r)-3-(4-chloropyridin-2-yl)-3-azabicyclo[3.1.0]hexan-6-yl)-1,2,4-oxadiazol-5-yl)methyl)-7-methyl-1,7-dihydro-6H-purin-6-one ClC1=CC(=NC=C1)N1C[C@H]2C([C@H]2C1)C1=NOC(=N1)CN1C=NC=2N=CN(C2C1=O)C